bromo-1-cyclopropyl-3-(tetrahydro-2H-pyran-4-yl)-1H-indazole BrC1=C2C(=NN(C2=CC=C1)C1CC1)C1CCOCC1